C1(CCCCC1)(C1=CC=C(C=C1)N(C1=CC=C(C=C1)C1CCCCC1)C1=CC=C(C=C1)C1=CC=C(C=C1)C1CCCCC1)C1=CC=C(C=C1)N(C1=CC=C(C=C1)C1=CC=C(C=C1)C1CCCCC1)C1=CC=C(C=C1)C1CCCCC1 4,4'-(1,1-cyclohexane-diyl)bis{N-(4-cyclohexylphenyl)N-[(4'-cyclohexyl)-1,1'-biphenyl-4-yl]aminobenzene}